1-(4-Methoxyphenyl)-3,4-dihydroquinoline COC1=CC=C(C=C1)N1CCCC2=CC=CC=C12